(2R,3S,4S)-4-hydroxy-2-(4-(oxazol-5-yl)benzyl)pyrrolidin-3-yl (2-((R)-azepan-3-yl)ethyl)carbamate N1C[C@H](CCCC1)CCNC(O[C@H]1[C@H](NC[C@@H]1O)CC1=CC=C(C=C1)C1=CN=CO1)=O